ClC=1C(=C(C=CC1)NC1=NC=NC2=CC(=C(C=C12)C1(CN(C1)C(=O)OC(C)(C)C)C)OC)F tert-Butyl 3-(4-((3-chloro-2-fluorophenyl)amino)-7-methoxyquinazolin-6-yl)-3-methylazetidine-1-carboxylate